(S)-(4-(5-chlorooxazolo[4,5-b]pyridin-2-yl)-2-(hydroxymethyl)piperazin-1-yl)(4-(1-neopentyl-1H-1,2,3-triazol-4-yl)phenyl)methanone ClC1=CC=C2C(=N1)N=C(O2)N2C[C@H](N(CC2)C(=O)C2=CC=C(C=C2)C=2N=NN(C2)CC(C)(C)C)CO